Cl.C(C)N1N=C(C=C1CN1N=CC(=C1)CN)C(F)(F)F (1-((1-ethyl-3-(trifluoromethyl)-1H-pyrazol-5-yl)methyl)-1H-pyrazol-4-yl)methylamine hydrochloride